C1(=CC=C(C=C1)C1=CC=CC=C1)N(C1=CC=C(C=C1)C1=CC=C(C=C1)N(C1=CC=C(C=C1)C1=CC=CC=C1)C1=CC=C(C=C1)C1=CC=CC=C1)C1=CC=C(C=C1)C1=CC=CC=C1 N4,N4,N4',N4'-tetra(biphen-4-yl)biphenyl-4,4'-diamine